Cl.Cl.C([C@@H](C(=O)O)N)SSC[C@@H](C(=O)O)N L-cystine-2HCl